2-methoxyethyl 1-[[4-[[2-(trifluoromethyl)-1,3-dioxolan-2-yl]methoxy]phenyl]methyl]-1H-pyrazole-4-carboxylate FC(C1(OCCO1)COC1=CC=C(C=C1)CN1N=CC(=C1)C(=O)OCCOC)(F)F